2-(5-{[3-(6-chloro-4-{[4-(diethylamino)piperidin-1-yl]methyl}-1-(2,2,2-trifluoroethyl)-1H-indol-2-yl)prop-2-yn-1-yl]amino}pyridin-2-yl)-2-methylpropanenitrile ClC1=CC(=C2C=C(N(C2=C1)CC(F)(F)F)C#CCNC=1C=CC(=NC1)C(C#N)(C)C)CN1CCC(CC1)N(CC)CC